(2S)-2-amino-3,3-dicyclohexyl-N-[6-(3,5-dimethyl-1H-pyrazol-4-yl)-5-methoxy-3-pyridinyl]acrylamide hydrochloride Cl.NC(C(=O)NC=1C=NC(=C(C1)OC)C=1C(=NNC1C)C)=C(C1CCCCC1)C1CCCCC1